C1(CC1)CN1C2=NC(=NC(=C2N=C1)N1CCOCC1)N1N=C(C(=C1)C1=CC=CC=C1)OC 4-(9-(cyclopropylmethyl)-2-(3-methoxy-4-phenyl-1H-pyrazol-1-yl)-9H-purin-6-yl)morpholine